N-(2,4,6-trimethylphenyl)disilazane tert-butyl-4-(6-(4-(m-tolyloxy)butyl)-1H-benzo[d]imidazole-2-carbonyl)piperazine-1-carboxylate C(C)(C)(C)OC(=O)N1CCN(CC1)C(=O)C1=NC2=C(N1)C=C(C=C2)CCCCOC=2C=C(C=CC2)C.CC2=C(C(=CC(=C2)C)C)N([SiH3])[SiH3]